2-(1-(tert-butoxycarbonyl)azetidine-3-yl)-4-(5-methylthiazol-2-yl)-2H-indazole-6-carboxylic acid Methyl ester COC(=O)C=1C=C(C2=CN(N=C2C1)C1CN(C1)C(=O)OC(C)(C)C)C=1SC(=CN1)C